[N+](=[N-])=NCCCC[C@H](N)C(=O)O N6-Diazo-L-lysine